6-[4-chloro-3-(difluoromethoxy)phenyl]-3-methyl-1-(pyridazin-3-ylmethyl)imidazo[4,5-b]pyridin-2-one ClC1=C(C=C(C=C1)C=1C=C2C(=NC1)N(C(N2CC=2N=NC=CC2)=O)C)OC(F)F